1-(4-(aminomethyl)-1-oxo-1,2-dihydro-phthalazin-6-yl)-N-cyclobutyl-N-((5-(2,6-difluorophenyl)pyridin-2-yl)methyl)cyclopropane-1-carboxamide NCC1=NNC(C2=CC=C(C=C12)C1(CC1)C(=O)N(CC1=NC=C(C=C1)C1=C(C=CC=C1F)F)C1CCC1)=O